C(C)OP(=O)(OCC)C(C(=O)OC(C)(C)C)CC1=NC(=NO1)CCCCCC(C)C tert-butyl 2-(diethoxyphosphoryl)-3-(3-(6-methylheptyl)-1,2,4-oxadiazol-5-yl)propanoate